(Z)-ethyl 2-((diethoxyphosphoryl) imino)-2,3-dihydro-1H-imidazole-4-carboxylate C(C)OP(=O)(OCC)\N=C/1\NC=C(N1)C(=O)OCC